3-chloro-N-(5-fluoropyridin-2-yl)-5-(4-methylpyridin-3-yl)benzamide ClC=1C=C(C(=O)NC2=NC=C(C=C2)F)C=C(C1)C=1C=NC=CC1C